[Si](C)(C)(C(C)(C)C)OCCC1OC(C2=CC(=CC=C12)Cl)=O 3-(2-((tert-butyldimethylsilyl)oxy)ethyl)-6-chloroisobenzofuran-1(3H)-one